FC1=C(C=CC(=N1)N1C[C@H]([C@H](CC1)O)O)C=1NC2=CC=C(C=C2C1)O (3R,4S)-1-[6-fluoro-5-(5-hydroxy-1H-indol-2-yl)pyridin-2-yl]piperidine-3,4-diol